3-chloro-4-fluoro-N'-propionylbenzoyl-hydrazine ClC=1C=C(C(=O)NNC(CC)=O)C=CC1F